dioxatetracyclo[11.2.1.01,10.04,9]hexadecane C123OOC4CCCCC4C1CCC(CC2)C3